FC1=C(CC2=C(OCCN3CCOCC3)C(=CC(=C2)C)C)C(=CC=C1)F 4-(2-(2-(2,6-Difluorobenzyl)-4,6-dimethylphenoxy)ethyl)morpholine